FC(OC=1C=2N(C=CC1)N=C(C2)[C@H]2N(CCC1=C2N=CN1)C1=NC=C(C=N1)C(F)(F)F)(F)F (S)-4-(4-(trifluoromethoxy)pyrazolo[1,5-a]pyridin-2-yl)-5-(5-(trifluoromethyl)pyrimidin-2-yl)-4,5,6,7-tetrahydro-1H-imidazo[4,5-c]pyridine